Ethyl 5-(3-(4-carbamoylphenyl)-N-methylpyrazolo[1,5-a]pyridine-5-carboxamido)-2-chlorobenzoate C(N)(=O)C1=CC=C(C=C1)C=1C=NN2C1C=C(C=C2)C(=O)N(C)C=2C=CC(=C(C(=O)OCC)C2)Cl